tert-butyl 7-(3-[[2-(2,6-dioxopiperidin-3-yl)-1,3-dioxoisoindol-5-yl] amino] propyl)-2,7-diazaspiro[3.5]nonane-2-carboxylate O=C1NC(CCC1N1C(C2=CC=C(C=C2C1=O)NCCCN1CCC2(CN(C2)C(=O)OC(C)(C)C)CC1)=O)=O